N-(6-(4-(5,6-dihydro-1,4-oxathiin-2-yl)-1H-imidazol-1-yl)-5-fluoropyridin-3-yl)-2-(5-methyl-3-(trifluoromethyl)-1H-pyrazol-1-yl)acetamide O1C(=CSCC1)C=1N=CN(C1)C1=C(C=C(C=N1)NC(CN1N=C(C=C1C)C(F)(F)F)=O)F